ClC1=CC(=C(COC2=CC=CC(=N2)C2=CC(=C(CC3=NC=4C(=NC(=CC4)C(=O)O)N3[C@@H]3COCC3(C)C)C=C2F)F)C=C1)F (S)-2-(4-(6-((4-chloro-2-fluorobenzyl)oxy)pyridin-2-yl)-2,5-difluorobenzyl)-3-(4,4-dimethyltetrahydrofuran-3-yl)-3H-imidazo[4,5-b]pyridine-5-carboxylic acid